4-hydroxybutyl (methyl)allyl ether CC=CCOCCCCO